2,2-dimethyl-3-oxo-3-(5-phenyl-4,5-dihydro-1H-pyrazol-1-yl)propanenitrile CC(C#N)(C(N1N=CCC1C1=CC=CC=C1)=O)C